3-(4-bromophenyl)-5-(4-(1-methyl-4-(trifluoromethyl)-1H-imidazol-2-yl)phenyl)-1,2,4-oxadiazole BrC1=CC=C(C=C1)C1=NOC(=N1)C1=CC=C(C=C1)C=1N(C=C(N1)C(F)(F)F)C